2-(6-bromo-3-ethylsulfonyl-imidazo[1,2-a]pyridin-2-yl)-6-(trifluoromethoxy)isoindolin-1-one BrC=1C=CC=2N(C1)C(=C(N2)N2C(C1=CC(=CC=C1C2)OC(F)(F)F)=O)S(=O)(=O)CC